(3R,4S)-4-((4-methoxybenzyl)(methyl)amino)tetrahydrofuran-3-ol COC1=CC=C(CN([C@@H]2[C@H](COC2)O)C)C=C1